beta-aminoethyl-gamma-aminopropyl-methyl-dimethoxysilane NCCCO[Si](OC)(C)CCCN